2-(2,6-Dioxopiperidin-3-yl)-5-(3-(hydroxymethyl)azetidin-1-yl)dihydro-isoindole-1,3-dione O=C1NC(CCC1N1C(C2=CC=C(CC2C1=O)N1CC(C1)CO)=O)=O